((2-(trifluoromethoxy) ethyl 6-methyl-3-(methylcarbamoyl)-7-(trifluoromethyl) thieno[3,2-b]pyridin-5-yl) oxy) piperidine-1-carboxylate N1(CCCCC1)C(=O)OOC1=C(C(=C2C(=N1)C(=C(S2)CCOC(F)(F)F)C(NC)=O)C(F)(F)F)C